(4-((2S,4S)-4-ethoxy-1-((5-methoxy-7-methyl-1H-indol-4-yl)methyl)piperidin-2-yl)benzoyl)leucine C(C)O[C@@H]1C[C@H](N(CC1)CC1=C2C=CNC2=C(C=C1OC)C)C1=CC=C(C(=O)N[C@@H](CC(C)C)C(=O)O)C=C1